1-(5-(4-(4-bromophenyl)piperazin-1-yl)pyridin-2-yl)-1,1-difluoropropan-2-ol BrC1=CC=C(C=C1)N1CCN(CC1)C=1C=CC(=NC1)C(C(C)O)(F)F